COC=1C=CC2=C(SC(=C2)C2=CC=C(C=C2)OC)C1 6-methoxy-2-(4-methoxyphenyl)-benzo[b]thiophene